6-(4-acetylpiperazin-1-yl)-N-(4-carboxy-benzyl)-N-methyl-3,4-dihydroisoquinoline-2(1H)-sulfonamide C(C)(=O)N1CCN(CC1)C=1C=C2CCN(CC2=CC1)S(=O)(=O)N(C)CC1=CC=C(C=C1)C(=O)O